Tert-butyl (3S)-3-[[4-[6-(5-methyltetrazol-1-yl)-1-(2-trimethylsilylethoxymethyl)pyrrolo[2,3-b]pyridin-3-yl]-5-(trifluoromethyl)pyrimidin-2-yl]amino]piperidine-1-carboxylate CC1=NN=NN1C1=CC=C2C(=N1)N(C=C2C2=NC(=NC=C2C(F)(F)F)N[C@@H]2CN(CCC2)C(=O)OC(C)(C)C)COCC[Si](C)(C)C